3H,4H,7H-pyrrolo[2,3-d]Pyrimidin-4-one N1=CNC(C2=C1NC=C2)=O